C1(=CC=CC=C1)[C@@H](C)N |r| racemic-1-phenyl-ethylamine